5-({[7-({4'-fluoro-2-methyl-[1,1'-biphenyl]-3-yl}methoxy)-4-formyl-2,3-dihydro-1H-inden-5-yl]oxy}methyl)pyridine-3-carbonitrile FC1=CC=C(C=C1)C1=C(C(=CC=C1)COC=1C=C(C(=C2CCCC12)C=O)OCC=1C=C(C=NC1)C#N)C